2,4,4-trifluorocyclohexanone FC1C(CCC(C1)(F)F)=O